5-(butoxymethoxy)carbonylamino-3-(1-propyl-1,2,3,6-tetrahydropyridin-4-yl)-1H-indole C(CCC)OCOC(=O)NC=1C=C2C(=CNC2=CC1)C=1CCN(CC1)CCC